C1CC12CCN(CC2)C=2C=1N(C3=C(N2)C=C(N=C3)C(=O)O)C=CC1 6-(6-azaspiro[2.5]octan-6-yl)pyrido[4,3-e]pyrrolo[1,2-a]pyrazine-3-carboxylic acid